3-((S)-3-((S)-8-(2-fluoro-5-methylbenzenesulfonyl)-1-oxa-8-azaspiro[4.5]dec-3-ylamino)-2-hydroxypropoxy)-N-methylbenzenesulfonamide FC1=C(C=C(C=C1)C)S(=O)(=O)N1CCC2(C[C@@H](CO2)NC[C@@H](COC=2C=C(C=CC2)S(=O)(=O)NC)O)CC1